FC1=CC=2C(=NC(=CN2)C2CN(CCC2)C(=O)OC(C)(C)C)N=C1OS(=O)(=O)C1=CC=C(C=C1)C tert-butyl 3-[7-fluoro-6-(p-tolylsulfonyloxy)pyrido[2,3-b]pyrazin-3-yl]piperidine-1-carboxylate